C(CCCCCCCCCCCCCCC)(=O)C(OP(OC[C@@H](CO)OC(C=CC=CC=CC=CC=CC=CCCCCCCCCC)=O)(=O)[O-])C[N+](C)(C)C palmitoyl-2-docosahexaenoyl-sn-glycero-3-phosphocholine